(R)-tert-butyl (1-(2-(1-ethyl-7-methoxy-1H-indol-2-yl)-1-methyl-1H-benzo[d]imidazole-5-carbonyl)piperidin-3-yl)carbamate C(C)N1C(=CC2=CC=CC(=C12)OC)C1=NC2=C(N1C)C=CC(=C2)C(=O)N2C[C@@H](CCC2)NC(OC(C)(C)C)=O